1-naphthoate C1(=CC=CC2=CC=CC=C12)C(=O)[O-]